[OH-].C(=O)N.C(=O)N.C(=O)N.C(=O)N tetra-formamide hydroxide